3-bromo-6-[1-(1-ethoxyethyl)-1H-pyrazol-4-yl]pyrazolo[1,5-a]pyridine BrC=1C=NN2C1C=CC(=C2)C=2C=NN(C2)C(C)OCC